C(C)(C)C1OC(CC(C1(C)C)(O)C)C 2-Isopropyl-3,3,4,6-tetramethyltetrahydro-2H-pyran-4-ol